6-(((5-amino-1,3,4-thiadiazol-2-yl)oxy)methyl)nicotinnitrile NC1=NN=C(S1)OCC1=NC=C(C#N)C=C1